(2,5-dimethyl-3-nitro-phenyl)methanol CC1=C(C=C(C=C1[N+](=O)[O-])C)CO